FC=1C=C(CN2C3=C(OCC2)C=CC(=C3)C(=O)NO)C=CC1 4-(3-fluorobenzyl)-N-hydroxy-3,4-dihydro-2H-benzo[b][1,4]oxazine-6-carboxamide